OC1CCN(CC1)C(=O)C1=CC2=C(N=C(S2)N[C@H]2C[C@H](CC2)CNC(=O)C2=CC(=NO2)C)C=C1 |r| N-[[rac-(1S,3R)-3-[[6-(4-hydroxypiperidine-1-carbonyl)-1,3-benzothiazol-2-yl]amino]cyclopentyl]methyl]-3-methyl-isoxazole-5-carboxamide